Cl.NC1CN(CC1C)C1=NC=2C=CC=C(C2N=C1)C#N (3-amino-4-methyl-pyrrolidin-1-yl)-quinoxaline-5-carbonitrile hydrochloride